C1(=CC=CC=C1)CC(C)N Phenylpropan-2-Amine